2-(piperazine-2-yl)acetonitrile hydrochloride Cl.N1C(CNCC1)CC#N